ClC1=CC(=C(C=C1)C1OC1)F 2-(4-Chloro-2-fluorophenyl)oxirane